Methyl 2-(4-chlorophenyl)-4,4-diethoxy-2-phenylbutanoate ClC1=CC=C(C=C1)C(C(=O)OC)(CC(OCC)OCC)C1=CC=CC=C1